tert-butyl 4-(1-(2,6-bis(benzyloxy)pyridin-3-yl)-2-methyl-1H-benzo[d]imidazol-5-yl)piperazine-1-carboxylate C(C1=CC=CC=C1)OC1=NC(=CC=C1N1C(=NC2=C1C=CC(=C2)N2CCN(CC2)C(=O)OC(C)(C)C)C)OCC2=CC=CC=C2